5-(5-(5-chloropyridin-3-yl)-1,3,4-oxadiazol-2-yl)-1-((5-fluoropyridin-3-yl)methyl)pyridin-2(1H)-one ClC=1C=C(C=NC1)C1=NN=C(O1)C=1C=CC(N(C1)CC=1C=NC=C(C1)F)=O